methoxy-6-(3-methoxypyrrolidin-1-yl)-N-(5-methyl-1H-pyrazol-3-yl)pyrimidin COC1N(C(=CC=N1)N1CC(CC1)OC)C1=NNC(=C1)C